1-(trifluoromethyl)-2-oxabicyclo[3.2.0]heptane-3-carboxamide FC(C12OC(CC2CC1)C(=O)N)(F)F